tert-butyl 7-(hydroxymethyl)-5-oxa-2-azaspiro[3.4]octane-2-carboxylate OCC1COC2(CN(C2)C(=O)OC(C)(C)C)C1